O=C1N(CCN1C1=CC=CC=C1)C1CN(CCC1)C=1N=NC(=C(N1)NC1=CC=C(C=C1)C1CCNCC1)C(=O)N 3-(3-(2-oxo-3-phenylimidazolin-1-yl)piperidin-1-yl)-5-((4-(piperidin-4-yl)phenyl)amino)-1,2,4-triazine-6-carboxamide